5-(2-{[1-(3-chloro(2-pyridyl))-isopropyl]amino}pyrimidin-5-yl)-2-methoxypyridine-3-carboxamide ClC=1C(=NC=CC1)C(C)(C)NC1=NC=C(C=N1)C=1C=C(C(=NC1)OC)C(=O)N